(4S)-3,3-difluorotetrahydro-2H-pyran-4-amine, hydrochloride salt Cl.FC1(COCC[C@@H]1N)F